N-neopentyl-anthranilamide Dimethyl-2-cyano-4-(7-cyanobenzo[b]thiophen-3-yl)-6-cyclopropyl-1,4-dihydropyridine-3,5-dicarboxylate COC(=O)C1=C(NC(=C(C1C=1C2=C(SC1)C(=CC=C2)C#N)C(=O)OC)C2CC2)C#N.C(C(C)(C)C)NC(C=2C(N)=CC=CC2)=O